butyl 4-amino-3-chloro-5-fluoro-6-(7-fluoro-1H-indol-6-yl)pyridin-2-carboxylate NC1=C(C(=NC(=C1F)C1=CC=C2C=CNC2=C1F)C(=O)OCCCC)Cl